BrCCCC(C(=O)OC)(C#N)C=1C=C(C(=O)OC)C=CC1 Methyl 3-(5-bromo-2-cyano-1-methoxy-1-oxopentan-2-yl)benzoate